(R)-3-((3-butyl-3-ethyl-5-(4-fluorophenyl)-7-(methylthio)-1,1-dioxido-2,3,4,5-tetrahydro-1,5-benzothiazepin-8-yl)oxy)-2,2-dimethylpropanoic acid C(CCC)[C@]1(CS(C2=C(N(C1)C1=CC=C(C=C1)F)C=C(C(=C2)OCC(C(=O)O)(C)C)SC)(=O)=O)CC